Cl.CNC1CCC2=C(C(=CS2)C2=CC=CC=C2)C1 N-methyl-3-phenyl-4,5,6,7-tetrahydrobenzothiophen-5-amine hydrochloride